The molecule is an organic anion that is the conjugate base of versicolorone, obtained by selective deprotonation of the 2-hydroxy group. It is a conjugate base of a versicolorone tricyclic form. CC(=O)CCC(CO)C1=C(C=C2C(=C1[O-])C(=O)C3=C(C2=O)C=C(C=C3O)O)O